1-(6-Fluoro-4-(4-fluorophenyl)-3,4-dihydroquinoxaline-1(2H)-yl)-2-(4-methylpiperazin-1-yl)propan-1-one FC=1C=C2N(CCN(C2=CC1)C(C(C)N1CCN(CC1)C)=O)C1=CC=C(C=C1)F